2-methylpyridin 1-oxide CC1=[N+](C=CC=C1)[O-]